S1(NC(=CC2=C1C=CC=C2)C(=O)N)(=O)=O 2H-1,2-benzothiazine-3-carboxamide-1,1-dioxide